5-(3-acetyl-1-(2-((2S,4R)-2-(6-bromopyridin-2-ylcarbamoyl)-4-fluoropyrrolidin-1-yl)-2-oxoethyl)-1H-indol-5-yl)pyrimidine C(C)(=O)C1=CN(C2=CC=C(C=C12)C=1C=NC=NC1)CC(=O)N1[C@@H](C[C@H](C1)F)C(NC1=NC(=CC=C1)Br)=O